3-(ethyldimethoxysilyl)butyl methacrylate C(C(=C)C)(=O)OCCC(C)[Si](OC)(OC)CC